ClC=1C=C2CC(N(C2=CC1)C(=O)NC1=CC(=CC=C1)F)=O 5-chloro-N-(3-fluorophenyl)-2-oxindole-1-carboxamide